4-amino-N-(4-(2-(5-(pentyloxy)pentyl)hydrazine-1-carbonyl)benzyl)benzamide NC1=CC=C(C(=O)NCC2=CC=C(C=C2)C(=O)NNCCCCCOCCCCC)C=C1